CC1=CC(=NC(=N1)N1CC(CC(C1)(F)F)(F)F)C1=NN=C(O1)C1=C(C=C(C=C1)NS(=O)(=O)CCO)N1CCC2(CC2)CC1 N-(4-(5-(6-Methyl-2-(3,3,5,5-tetrafluoropiperidin-1-yl)pyrimidin-4-yl)-1,3,4-oxadiazol-2-yl)-3-(6-azaspiro[2.5]octan-6-yl)phenyl)-2-hydroxyethane-1-sulfonamide